disec-butyl ketone C(C)(CC)C(=O)C(C)CC